((1S,2S,4R)-4-hydroxy-2-(hydroxymethyl)-4-methylcyclohexyl)carbamic acid tert-butyl ester C(C)(C)(C)OC(N[C@@H]1[C@H](C[C@](CC1)(C)O)CO)=O